NC1=C(C(=NN1C)C1CC2CC(CC2C1)C#N)C(=O)NC1=CC(=C(C=C1)F)Cl 5-Amino-N-(3-chloro-4-fluorophenyl)-3-(5-cyanooctahydropentalen-2-yl)-1-methyl-1H-pyrazole-4-carboxamide